3-(4-hydroxyphenyl)-5-methoxy-2-methylquinazolin-4(3H)-one OC1=CC=C(C=C1)N1C(=NC2=CC=CC(=C2C1=O)OC)C